N[C@@H](C(=O)N1CC2=CC=C(C=C2C1)C=1C=NN(C1)C)CC1=C(C=C(C=C1)Cl)Cl (2R)-2-amino-3-(2,4-dichlorophenyl)-1-[5-(1-methyl-1H-pyrazol-4-yl)-2,3-dihydro-1H-isoindol-2-yl]propan-1-one